F[C@@H]1CN(CCC1)C1=C(C=C(C=C1)C(F)(F)F)[N+](=O)[O-] (S)-3-fluoro-1-(2-nitro-4-(trifluoromethyl)phenyl)piperidine